2-chloro-4-[[4-[[(1S)-2-hydroxy-1-phenyl-ethyl]amino]-5-[3-(trifluoromethyl)-1H-1,2,4-triazol-5-yl]pyrimidin-2-yl]amino]-N,N-dimethyl-benzamide ClC1=C(C(=O)N(C)C)C=CC(=C1)NC1=NC=C(C(=N1)N[C@H](CO)C1=CC=CC=C1)C1=NC(=NN1)C(F)(F)F